C(=S)=O thiocarbonyl oxide